ClC1=C(C=C(C=C1)F)NC=1C=C2C(=NC1C)N(N=C2)C=2C=C(SC2)C(=O)NC2COC2 4-(5-((2-chloro-5-fluorophenyl)amino)-6-methyl-1H-pyrazolo[3,4-b]pyridin-1-yl)-N-(oxetan-3-yl)thiophene-2-carboxamide